CC1([C@H](O1)CC/C(=C/CC=1C(=C2C(C=C(OC2=CC1OCOC)C1=CC=C(C=C1)OCOC)=O)O)/C)C (R,E)-6-(5-(3,3-dimethyloxiran-2-yl)-3-methylpent-2-en-1-yl)-5-hydroxy-7-(methoxymethoxy)-2-(4-(methoxymethoxy)phenyl)-4H-chromen-4-one